OCC=1C=C(C=CC1C)B(O)O 3-HYDROXYMETHYL-4-METHYLPHENYLBORONIC ACID